(4R)-4-[(3R,5S,7R,8R,9S,10S,13R,14S,17R)-3,7-diacetoxy-10,13-dimethyl-2,3,4,5,6,7,8,9,11,12,14,15,16,17-tetradecahydro-1H-cyclopenta[a]phenanthren-17-yl]pentanoic acid C(C)(=O)O[C@@H]1CC[C@@]2([C@H]3CC[C@@]4([C@H](CC[C@H]4[C@@H]3[C@@H](C[C@@H]2C1)OC(C)=O)[C@@H](CCC(=O)O)C)C)C